C(=O)O.FC(C1=NC(=CC=C1OC[C@](CC(C)C)(N)C)C1=CNC2=NC=C(C=C21)C(F)F)F (S)-1-{[2-(difluoromethyl)-6-[5-(difluoromethyl)-1H-pyrrolo[2,3-b]pyridin-3-yl]pyridin-3-yl]oxy}-2,4-dimethylpentane-2-amine formate